3-acetyl-4-(4-methylpiperazin-1-yl)-2-oxo-2H-benzopyran-7-yl triflate O(S(=O)(=O)C(F)(F)F)C1=CC2=C(C(=C(C(O2)=O)C(C)=O)N2CCN(CC2)C)C=C1